(4S)-6-chloro-4-(2-cyclopropylethynyl)-4-(trifluoromethyl)-1H-3,1-benzoxazin-2-one ClC=1C=CC2=C([C@](OC(N2)=O)(C(F)(F)F)C#CC2CC2)C1